NC1=NN2C(C=C(C=C2)C=2C=CC3=C(C(N(CCC3)CC3=C(C=CC(=C3)OC(F)(F)F)F)=O)C2)=N1 8-(2-Amino-[1,2,4]triazolo[1,5-a]pyridin-7-yl)-2-(2-fluoro-5-(trifluoromethoxy)benzyl)-2,3,4,5-tetrahydro-1H-benzo[c]azepine-1-one